O1CCN(CC1)C1=NC2=C(N1C(=O)NCCCC1=CC=CC=C1)C=CC=C2 Morpholino-N-(3-phenylpropyl)-1H-benzo[d]imidazole-1-carboxamide